sulfopropionic acid CC(C(=O)O)S(=O)(=O)O